Cl.ClC=1C=C(CNCCC2=CC(=C(C=C2OC)S(=O)(C)=N)OC)C=C(C1)C (4-(2-((3-Chloro-5-methylbenzyl)amino)ethyl)-2,5-dimethoxyphenyl)-(imino)-(methyl)-λ6-sulfanone hydrochloride